N-{6-[2-methyl-4-(methylamino)phenoxy]pyridin-3-yl}biphenyl-4-carboxamide CC1=C(OC2=CC=C(C=N2)NC(=O)C2=CC=C(C=C2)C2=CC=CC=C2)C=CC(=C1)NC